[N+](=O)(O)[O-].N[C@@H](CCCNC(N)=N)C(=O)O Arginine Nitrate